C1(CCCCC1)C(=O)NC=1N=C2N(C(=CC=C2)C=2C=CC(=C(C2)C2=CC=C(O2)P(O)(O)=O)OC)C1 (5-(5-(2-(cyclohexanecarboxamido)imidazo[1,2-a]pyridin-5-yl)-2-methoxyphenyl)furan-2-yl)phosphonic acid